ClC1=NC(=CC(=C1)C(C1C2CC(C(C1)CC2)C(=O)O)(F)F)N2CCN(CC2)S(=O)(=O)C2=CC=C(C=C2)N2C(C[C@H](C2)C)=O 5-[[2-chloro-6-[4-[4-[(4R)-4-methyl-2-oxo-pyrrolidin-1-yl]phenyl]sulfonylpiperazin-1-yl]-4-pyridinyl]-difluoro-methyl]bicyclo[2.2.2]octane-2-carboxylic acid